1-bromo-3-(1-bromoethyl)-5-fluorobenzene BrC1=CC(=CC(=C1)F)C(C)Br